pyridine-2-olate N1=C(C=CC=C1)[O-]